2-((6-fluoro-3-(((3-fluoropyridin-2-yl)methyl)amino)-1,1-dioxido-4H-benzo[e][1,2,4]thiadiazin-5-yl)oxy)benzonitrile FC=1C=CC2=C(NC(=NS2(=O)=O)NCC2=NC=CC=C2F)C1OC1=C(C#N)C=CC=C1